tetrazolo[1,5-a]pyrimidine-6-carboxamide N1=NN=C2N1C=C(C=N2)C(=O)N